3,5-dimethyl-1,4-bis(2-naphthylsulfonyl)-1H-pyrazole CC1=NN(C(=C1S(=O)(=O)C1=CC2=CC=CC=C2C=C1)C)S(=O)(=O)C1=CC2=CC=CC=C2C=C1